1-methyl-3-((trimethylsilyl)ethynyl)-1H-pyrazole CN1N=C(C=C1)C#C[Si](C)(C)C